BrC1=C(C=C(C(=C1)OC)OC)S(=O)(=O)NCC=1N=NN(C1)CCCCCCCCCC 2-bromo-N-((1-decyl-1H-1,2,3-triazol-4-yl)methyl)-4,5-dimethoxybenzenesulfonamide